3-[(1S)-1-(4,4-diethyl-2-imino-6-oxo-hexahydropyrimidin-1-yl)-2-(2-methoxyethoxy)ethyl]-N-(2-hydroxy-2-methyl-indan-1-yl)benzamide C(C)C1(NC(N(C(C1)=O)[C@H](COCCOC)C=1C=C(C(=O)NC2C(CC3=CC=CC=C23)(C)O)C=CC1)=N)CC